C1(CC1)C=1C(=C2C=NNC2=CC1C)C1=C(C=2N=C(N=C(C2C=N1)N1C[C@@](CCC1)(O)C)OC[C@]12CCCN2C[C@H](C1)OC)F (3R)-1-(7-(5-cyclopropyl-6-methyl-1H-indazol-4-yl)-8-fluoro-2-(((2S,7aS)-2-methoxytetrahydro-1H-pyrrolizin-7a(5H)-yl)methoxy)pyrido[4,3-d]pyrimidin-4-yl)-3-methylpiperidin-3-ol